C(C)OC(OCC)C1OC1 diethoxymethyl-oxiran